(S)-N-(1-(4-(2-(2-methylazetidin-1-yl)-6,7-dihydro-5H-cyclopenta[d]pyrimidin-4-yl)phenyl)cyclopropyl)methanesulfonamide C[C@@H]1N(CC1)C=1N=C(C2=C(N1)CCC2)C2=CC=C(C=C2)C2(CC2)NS(=O)(=O)C